7-Chloro-4-[[4-(diethylamino)-1-methylbutyl]amino]quinoline tert-butyl-(S)-4-(7-ethyl-3-(methylthio)-5-oxo-5,8-dihydropyrido[3,2-e][1,2,4]triazin-6-yl)-3-methylpiperazine-1-carboxylate C(C)(C)(C)OC(=O)N1C[C@@H](N(CC1)C=1C(C=2N=C(N=NC2NC1CC)SC)=O)C.ClC1=CC=C2C(=CC=NC2=C1)NC(CCCN(CC)CC)C